C(C1=CC=CC=C1)NC1=NC(=NC=C1CC1=C(C=C(C(=C1)OC)OC)C(C)C)N N4-Benzyl-5-(2-isopropyl-4,5-dimethoxy-benzyl)-pyrimidine-2,4-diamine